tert-butyl 9-(4-(2-methoxy-2-oxoethyl)phenyl)-3,9-diazaspiro[5.5]undecane-3-carboxylate COC(CC1=CC=C(C=C1)N1CCC2(CCN(CC2)C(=O)OC(C)(C)C)CC1)=O